2,2-dimethylpiperidine-4-carboxylate CC1(NCCC(C1)C(=O)[O-])C